N-((cis)-3-(5-chloro-2-cyanophenyl)cyclobutyl)-3-((S)-1-hydroxyethyl)-1-((R)-1-(4-methyl-6-((1R,5S)-2-oxo-3-azabicyclo[3.1.0]hexan-3-yl)pyridin-3-yl)ethyl)-1H-pyrazole-4-carboxamide ClC=1C=CC(=C(C1)[C@H]1C[C@H](C1)NC(=O)C=1C(=NN(C1)[C@H](C)C=1C=NC(=CC1C)N1C([C@@H]2C[C@@H]2C1)=O)[C@H](C)O)C#N